C(C)(C)(C)OC(=O)N1[C@@H]([C@H](C1)C1S(CCN1)(=O)=O)C (2R,3S)-3-(1,1-dioxidothiazolidin-2-yl)-2-methylazetidine-1-carboxylic acid tert-butyl ester